IC=1C(C2=CC=CC=C2C(C1O)=O)=O 2-iodo-3-hydroxy-1,4-naphthoquinone